ClC=1C(=C2C=NNC2=C(C1F)NC(C)C#N)C1=CC=2N(C=C1)N=C(C2)NC(=O)C2C(C2)F N-(5-(5-chloro-7-((1-cyanoethyl)amino)-6-fluoro-1H-indazol-4-yl)pyrazolo[1,5-a]pyridin-2-yl)-2-fluorocyclopropane-1-carboxamide